2-(2-(2-Azidoethoxy)ethoxy)-4-(((tert-butyldimethylsilyl)oxy)methyl)aniline tert-butyl-(2R)-4-(1-(2-methoxyethyl)-4-methyl-1H-pyrazol-5-yl)-2-methylpiperidine-1-carboxylate C(C)(C)(C)OC(=O)N1[C@@H](CC(CC1)C1=C(C=NN1CCOC)C)C.N(=[N+]=[N-])CCOCCOC1=C(N)C=CC(=C1)CO[Si](C)(C)C(C)(C)C